N-(2-bromo-6-(trifluoromethyl)phenyl)-2,2,2-trifluoroacetamide BrC1=C(C(=CC=C1)C(F)(F)F)NC(C(F)(F)F)=O